2',2'',5',5''-Tetramethyl-[1,1':4',1'':4'',1'''-quaterphenyl]-4,4'''-dicarboxylic acid CC1=C(C=C(C(=C1)C1=C(C=C(C(=C1)C)C1=CC=C(C=C1)C(=O)O)C)C)C1=CC=C(C=C1)C(=O)O